C(C1=CC=CC=C1)OC(NC=1C(=NN(C1)C1CCC(CC1)=O)OCC1=CC=CC=C1)=O N-[3-(benzyloxy)-1-(4-oxocyclohexyl)-1H-pyrazol-4-yl]carbamic acid benzyl ester